CC1CC(C(CC1)C(=O)[O-])C(=O)[O-].[Li+].[Li+] dilithium 4-methylcyclohexane-1,2-dicarboxylate salt